ClC=1C=C(C=C(C1OC1=C2N=CN(C2=NC=N1)C1CC1)Cl)NN 2-(3,5-dichloro-4-((9-cyclopropyl-9H-purin-6-yl)oxy)phenyl)hydrazine